C(CCCCCCC\C=C/C\C=C/CCCCC)(=O)OCC(COC(CC12CC3CC(CC(C1)C3)C2)=O)COC(CCCN2CCCC2)=O 3-(2-((3r,5r,7r)-adamantan-1-yl)acetoxy)-2-(((4-(pyrrolidin-1-yl)butanoyl)oxy)methyl)propyl (9Z,12Z)-octadeca-9,12-dienoate